(1-carbamoyl-cyclopropyl)-[1,1'-biphenyl] C(N)(=O)C1(CC1)C1=C(C=CC=C1)C1=CC=CC=C1